benzyl 1-(2,2-dimethoxyethyl)-2,3,4,9-tetrahydro-β-carboline-3-carboxylate COC(CC1NC(CC=2C3=CC=CC=C3NC12)C(=O)OCC1=CC=CC=C1)OC